3,4-dihydro-2-[2-(sulfoxy)-3-(tetradecyloxy)propyl]isoquinolinium O(S(=O)(=O)O)C(C[N+]1=CC2=CC=CC=C2CC1)COCCCCCCCCCCCCCC